FC(C1=CC=CC(=N1)C(=O)NC1=CC2=CN(N=C2C=C1)C1CCC(CC1)C=O)F 6-(Difluoromethyl)-N-[2-(4-formylcyclohexyl)indazol-5-yl]pyridine-2-carboxamide